FC(S(=O)(=O)OC1=C(C=C2C=C(NC2=C1)CNC(=O)OC(C)(C)C)F)(F)F 2-(((tert-butoxycarbonyl)amino)methyl)-5-fluoro-1H-indol-6-yl trifluoromethanesulfonate